8-amino-6-(5-amino-4-methylpyridin-3-yl)-2,7-naphthyridin NC=1N=C(C=C2C=CN=CC12)C=1C=NC=C(C1C)N